(3-hydroxy-3-(trifluoromethyl)cyclobutane-1,1-diyl)bis(methylene) bis(4-methylbenzenesulfonate) CC1=CC=C(C=C1)S(=O)(=O)OCC1(CC(C1)(C(F)(F)F)O)COS(=O)(=O)C1=CC=C(C=C1)C